Cl[Si]1(C2=C(C(C3=C1C=CC=C3)(C)C)C=CC=C2)Cl 5,5-dichloro-10,10-dimethyl-5,10-dihydrodibenzo[b,e]siline